(S)-methyl 2-((4-(3-((4-cyano-2-fluorobenzyl)thio)-1H-pyrazol-1-yl)piperidin-1-yl)methyl)-1-(oxetan-2-ylmethyl)-1H-benzo[d]imidazole-6-carboxylate C(#N)C1=CC(=C(CSC2=NN(C=C2)C2CCN(CC2)CC2=NC3=C(N2C[C@H]2OCC2)C=C(C=C3)C(=O)OC)C=C1)F